N-({4-[1-(3-chlorophenyl)-1H-pyrazole-4-sulfonyl]phenyl}methyl)imidazo[1,2-a]pyrimidine-6-carboxamide ClC=1C=C(C=CC1)N1N=CC(=C1)S(=O)(=O)C1=CC=C(C=C1)CNC(=O)C=1C=NC=2N(C1)C=CN2